FC=1C(=NC(=NC1)N(C1CNCC1)C)N1CC(C1)C(=O)NC(C)(C)C1=CN=C2N1C=CC=C2 1-{5-fluoro-2-[methyl(pyrrolidin-3-yl)amino]pyrimidin-4-yl}-N-(2-{imidazo[1,2-a]pyridin-3-yl}propan-2-yl)azetidine-3-carboxamide